(2S)-2-((2S)-2-(((2-(3-chlorophenyl)-2-methyl-1-phenylpropoxy)carbonyl)amino)-4-methylpentanamido)-3-((S)-2-oxopyrrolidin-3-yl)propanoic acid ClC=1C=C(C=CC1)C(C(OC(=O)N[C@H](C(=O)N[C@H](C(=O)O)C[C@H]1C(NCC1)=O)CC(C)C)C1=CC=CC=C1)(C)C